Br.C1=C(C=CC2=CC=CC=C12)C1=C(C(=NS1)O)C1CNCC1 5-(2-naphthyl)-4-(3-pyrrolidinyl)-3-hydroxyisothiazole hydrobromide